FC1=CC=C(CN2C(NC(=CC2=O)N[C@@H](C)C2=CC=CC=C2)=O)C=C1 (S)-3-(4-fluorobenzyl)-6-((1-phenylethyl)amino)pyrimidine-2,4(1H,3H)-dione